tert-butyl 1-(4-bromophenyl)-4-cyano-3-hydroxy-1,4,6,7-tetrahydro-5H-pyrazolo[4,3-c]pyridine-5-carboxylate BrC1=CC=C(C=C1)N1N=C(C=2C(N(CCC21)C(=O)OC(C)(C)C)C#N)O